[3-[3-Methyl-2-oxo-1-(2-trimethylsilylethoxymethyl)benzimidazol-4-yl]cyclobutyl]methyl 4-methylbenzenesulfonate CC1=CC=C(C=C1)S(=O)(=O)OCC1CC(C1)C1=CC=CC=2N(C(N(C21)C)=O)COCC[Si](C)(C)C